2-(4,4-difluoropiperidinyl)-6-methylpyridin-4-ylamine FC1(CCN(CC1)C1=NC(=CC(=C1)N)C)F